COC1=CC=C(CN2CC(OC3(CC3)C2)C2CCN(CC2)C(=O)OC(C)(C)C)C=C1 tert-Butyl 4-(7-(4-methoxybenzyl)-4-oxa-7-azaspiro[2.5]octan-5-yl)piperidine-1-carboxylate